O=C1NC(=CC=C1C(=O)N[C@@H](C1=CC=C(C=C1)C)[C@@H]1COCCC1)C(F)(F)F 2-oxo-N-((R)-((R)-tetrahydro-2H-pyran-3-yl)(p-tolyl)methyl)-6-(trifluoromethyl)-1,2-dihydropyridine-3-carboxamide